1-(4Z,7Z,10Z,13Z,16Z,19Z-docosahexaenoyl)-2-(9Z,12Z,15Z-octadecatrienoyl)-glycero-3-phospho-(1'-sn-glycerol) CC/C=C\C/C=C\C/C=C\CCCCCCCC(=O)O[C@H](COC(=O)CC/C=C\C/C=C\C/C=C\C/C=C\C/C=C\C/C=C\CC)COP(=O)(O)OC[C@H](CO)O